2-([5-(3,5-Diethoxyphenyl)-1-(2-methylphenyl)-1H-pyrazol-3-yl]methoxy)-2-methylpropanoic acid C(C)OC=1C=C(C=C(C1)OCC)C1=CC(=NN1C1=C(C=CC=C1)C)COC(C(=O)O)(C)C